2-(3-hydroxyphenyl)-4,5-diphenylimidazole OC=1C=C(C=CC1)C=1NC(=C(N1)C1=CC=CC=C1)C1=CC=CC=C1